5-chloro-4-[(2R)-2-methylpiperazin-1-yl]-2-(1H-pyrrolo[2,3-b]pyridin-3-yl)-1H-pyrimidin-6-one ClC1=C(N=C(NC1=O)C1=CNC2=NC=CC=C21)N2[C@@H](CNCC2)C